C[Si](CCOCN1C=C(C=2C1=NC(=CC2)C=2SC(=NN2)C)B2OC(C(O2)(C)C)(C)C)(C)C trimethyl-[2-[[6-(5-methyl-1,3,4-thiadiazol-2-yl)-3-(4,4,5,5-tetramethyl-1,3,2-dioxaborolan-2-yl)pyrrolo[2,3-b]pyridin-1-yl]methoxy]ethyl]silane